(4-methoxybutyl)(4-trifluoromethylphenyl)methanone COCCCCC(=O)C1=CC=C(C=C1)C(F)(F)F